FC(S(=O)(=O)OC=1CN(CC(C1)=O)CC1=CC=CC=C1)(F)F 1-benzyl-5-oxo-1,2,5,6-tetrahydropyridin-3-yl trifluoromethanesulfonate